4,4''-bis(3,6-dimethyl-9H-carbazol-9-yl)-4',5'-bis(4-(3,6-dimethyl-9H-carbazol-9-yl)phenyl)-6'-(pyridin-4-yl)-[1,1':2',1''-terphenyl]-3'-carbonitrile CC=1C=CC=2N(C3=CC=C(C=C3C2C1)C)C1=CC=C(C=C1)C1=C(C(=C(C(=C1C1=CC=NC=C1)C1=CC=C(C=C1)N1C2=CC=C(C=C2C=2C=C(C=CC12)C)C)C1=CC=C(C=C1)N1C2=CC=C(C=C2C=2C=C(C=CC12)C)C)C#N)C1=CC=C(C=C1)N1C2=CC=C(C=C2C=2C=C(C=CC12)C)C